diisobutyl-bicyclo[2.2.1]hept-5-ene-2,3-dicarboxylic acid C(C(C)C)C1=C(C2C(C(C1C2)C(=O)O)C(=O)O)CC(C)C